ClC1=C(C(=C(C=C1OC)OC)Cl)N1C(N(C2=NC(=NC=C2C1)NC(C)C)C1CN(CC1)C(C=CCN(C)C)=O)=O 3-(2,6-dichloro-3,5-dimethoxyphenyl)-1-(1-(4-(dimethylamino)-but-2-enoyl)pyrrolidin-3-yl)-7-(isopropylamino)-3,4-dihydropyrimido[4,5-d]-pyrimidin-2(1H)-one